5-(2-Chloro-3-fluoro-phenyl)-1-{2-[4-(7-methoxy-2-oxo-1,2,4,5-tetrahydro-benzo[d][1,3]diazepin-3-yl)-piperidin-1-yl]-2-oxo-ethyl}-3-(2-methylsulfanyl-ethyl)-1H-pyrimidin-2,4-dione ClC1=C(C=CC=C1F)C=1C(N(C(N(C1)CC(=O)N1CCC(CC1)N1C(NC2=C(CC1)C=C(C=C2)OC)=O)=O)CCSC)=O